4-([1,2,4]triazolo[1,5-a]pyridin-2-ylamino)-6-(cyclopropanecarboxamido)-N-methylpyridazine-3-carboxamide N=1C(=NN2C1C=CC=C2)NC2=C(N=NC(=C2)NC(=O)C2CC2)C(=O)NC